ClC(C(=O)OC1CCC(CC1)C(C)C)=C 4-isopropylcyclohexyl α-chloroacrylate